FC(C(=O)O)(F)F.COC(=O)C=1C(=NC(=NC1)NC1=CC(=C(C=C1)C)N(C)C)NC=1C=CC2=C(NC(O2)=O)C1 2-(3-Dimethylamino-4-methyl-phenylamino)-4-(2-oxo-2,3-dihydro-benzooxazol-5-ylamino)-pyrimidine-5-carboxylic acid methyl ester trifluoroacetate salt